N[C@H]1CS(C2=C(N(C1=O)CC1=CC=C(C=C1)Cl)C=C(C=C2)C=2OC(=NN2)C(C(F)(F)F)(OC)F)(=O)=O (3R)-3-amino-5-[(4-chlorophenyl)methyl]-1,1-dioxo-7-[5-(1,2,2,2-tetrafluoro-1-methoxy-ethyl)-1,3,4-oxadiazol-2-yl]-2,3-dihydro-1lambda6,5-benzothiazepin-4-one